(4-{[3-(4-Chlorobenzyl)-1,2,4-thiadiazol-5-yl]oxy}-2,5-dimethylphenyl)-N-ethyl-N-methylimidoformamide ClC1=CC=C(CC2=NSC(=N2)OC2=CC(=C(C=C2C)C(N(C)CC)=N)C)C=C1